OC[C@H]1NC=2C=CC(=CC2[C@H]2[C@@H]1CCN2CC2=CC=NC=C2)C=2C=C(C=CC2)N2C(CCC2=O)=O N4-(3-((3aR,4S,9bR)-4-(hydroxymethyl)-1-(pyridin-4-ylmethyl)-2,3,3a,4,5,9b-hexahydro-1H-pyrrolo[3,2-c]quinolin-8-yl)phenyl)succinimide